((1,4-dimethoxy-3-methylnaphthalen-2-yl)methyl)zinc(II) chloride [Cl-].COC1=C(C(=C(C2=CC=CC=C12)OC)C)C[Zn+]